aminomethyl-2-selenouridine NC[C@@]1([C@H](O)[C@H](O)[C@@H](CO)O1)N1C(=[Se])NC(=O)C=C1